3-(4-n-propylcyclohex-1-en-1-yl)propanal C(CC)C1CC=C(CC1)CCC=O